NC1=C(SC(=C1[N+](=O)[O-])Br)C(=O)OC methyl 3-amino-5-bromo-4-nitrothiophene-2-carboxylate